CC1=CC=CC(=N1)C1=NC=CC(=N1)NC1=NC(=NC=C1)NC=1C=NC(=NC1)N1CCNCC1 N4-(2-(6-methylpyridin-2-yl)pyrimidin-4-yl)-N2-(2-(piperazin-1-yl)pyrimidin-5-yl)pyrimidine-2,4-diamine